[Cl-].C(CC)N1C(N(C=C1)C)C 1-propyl-2,3-dimethylimidazole chloride salt